3-((Z)-2-(1H-pyrazol-3-yl)ethenyl)-6-((2R,4S)-2-(2,5-difluorophenyl)-4-fluoropyrrolidin-1-yl)imidazo[1,2-b]pyridazine N1N=C(C=C1)\C=C/C1=CN=C2N1N=C(C=C2)N2[C@H](C[C@@H](C2)F)C2=C(C=CC(=C2)F)F